β-(3,4-epoxycyclohexyl)ethyl-methoxyacetoxyisopropylsilane C1(CC2C(CC1)O2)CC[SiH](C(C)C)OC(COC)=O